C(N)(O)=O.[Si](C)(C)(C(C)(C)C)OCC(CNC(OCC(Cl)(Cl)Cl)=O)CC=1C=NN(C1)C 2,2,2-trichloroethyl (3-((tert-butyldimethylsilyl) oxy)-2-((1-methyl-1H-pyrazol-4-yl)methyl)propyl)carbamate carbamate